((4-(2,6-bis(benzyloxy)pyridin-3-yl)phenyl)amino)decanoic acid tert-butyl ester C(C)(C)(C)OC(C(CCCCCCCC)NC1=CC=C(C=C1)C=1C(=NC(=CC1)OCC1=CC=CC=C1)OCC1=CC=CC=C1)=O